C(C)N1C(C(=CC1)C1=CC=2C(=NC=CC2NC=2C=CC3=C(N=CS3)C2)S1)(C)C N-(2-(1-ethyl-2,2-dimethyl-2,5-dihydro-1H-pyrrol-3-yl)thieno[2,3-b]pyridin-4-yl)benzo[d]thiazol-5-amine